4-acetylpiperazin C(C)(=O)N1CCNCC1